S(OC1=CC=C(C=C1)N=S(=O)(OC=1C=CC=2[C@H]3CC[C@@]4(C(CCC4[C@@H]3CCC2C1)=O)C)F)(=O)(=O)F 4-((Fluoro(((8R,9S,13S)-13-methyl-17-oxo-7,8,9,11,12,13,14,15,16,17-decahydro-6H-cyclopenta[a]phenanthren-3-yl)oxy)(oxo)-λ6-sulfanylidene)amino)phenyl Sulfurofluoridate